FC1=CC=C(C=C1)NC(=O)C1CC2(C1)CCC(CC2)C2=CC=NC1=CC=C(C=C21)F N-(4-Fluorophenyl)-7-(6-fluorochinolin-4-yl)spiro[3.5]nonan-2-carboxamid